(S)-N-(1-(4-Chloro-2-fluorophenyl)ethyl)-2-(1-cyclopropyl-3-methyl-4-oxo-1,4-dihydro-5H-pyrazolo[3,4-d]pyridazin-5-yl)acetamid ClC1=CC(=C(C=C1)[C@H](C)NC(CN1N=CC2=C(C1=O)C(=NN2C2CC2)C)=O)F